C(C)OC=1C=C(C=C(C1)C1=CC(=CC=C1)O)CN1CCN(CC1)C1=CC=C(N=N1)C(=O)OC(C)(C)C tert-Butyl 6-[4-[[3-ethoxy-5-(3-hydroxyphenyl)phenyl]methyl]piperazin-1-yl]pyridazine-3-carboxylate